6-(trifluoromethyl)-4-(trimethylstannyl)pyridin FC(C1=CC(=CC=N1)[Sn](C)(C)C)(F)F